4-(3-methylmorpholin-4-yl)-6-pyrimidin-5-yl-1H-pyridin-2-one CC1N(CCOC1)C1=CC(NC(=C1)C=1C=NC=NC1)=O